N-(1-hexadecanoyl)-4-hydroxy-L-proline (1-hexadecanoyl) ester C(CCCCCCCCCCCCCCC)(=O)OC([C@H]1N(CC(C1)O)C(CCCCCCCCCCCCCCC)=O)=O